tert-butyl 6-(6-((4-cyano-2-fluorobenzyl) oxy) pyridin-2-yl)-2-azaspiro[3.3]heptane-2-carboxylate C(#N)C1=CC(=C(COC2=CC=CC(=N2)C2CC3(CN(C3)C(=O)OC(C)(C)C)C2)C=C1)F